NC=1SC=C(N1)/C(/C(=O)N[C@H]1C(N(C1=O)OS(=O)(=O)O)(C)C)=N/OC(C(=O)O)C ((((Z)-1-(2-aminothiazol-4-yl)-2-(((S)-2,2-dimethyl-4-oxo-1-(sulfooxy)azetidin-3-yl)amino)-2-oxoethylidene)amino)oxy)propanoic acid